(9E)-9-dodecenyl acetate C(C)(=O)OCCCCCCCC\C=C\CC